FC(C1CCN(CC1)C1=CC=C(C=C1)NC=1C=CC2=C(N(C=N2)C(=O)OC(C)(C)C)C1)(F)F tert-butyl 6-((4-(4-(trifluoromethyl)piperidin-1-yl)phenyl) amino)-1H-benzo[d]imidazole-1-carboxylate